C1(=CC=CC=C1)P(C(C)(C)C)C1=CC=CC=C1 diphenyl-t-butyl-phosphorus